[F-].C[N+]1(CCCCC1)C 1,1-dimethylpiperidinium fluoride